Benzoxane O1CCCC2=C1C=CC=C2